NC1=NC=C(C2=C1C=NN2)NC(C(=O)N(CC2=NC=C(C=C2)C(F)(F)F)[C@H]2[C@@H](CCC2)OC(F)F)=O N1-(4-amino-1H-pyrazolo[4,3-c]pyridin-7-yl)-N2-((1R,2R)-2-(difluoromethoxy)cyclopentyl)-N2-((5-(trifluoromethyl)pyridin-2-yl)methyl)oxalamide